C(CCCCC)C(C(=O)OCCCCCCN(CCCCCCOC(C(CCCCCCCC)CCCCCC)=O)CCCCN1C(=NC=C1)C)CCCCCCCC ((4-(2-Methyl-1H-imidazol-1-yl)butyl)azanediyl)bis(hexane-6,1-diyl) bis(2-hexyldecanoate)